3-aminocyclopentan-1-ol trifluoroacetic acid salt FC(C(=O)O)(F)F.NC1CC(CC1)O